N[C@@H]1C[C@@H](CCC1)C(=O)N1CCN(CC1)C1=NC=C(C=N1)C(F)(F)F [(1R,3S)-3-aminocyclohexyl]-[4-[5-(trifluoromethyl)pyrimidin-2-yl]piperazin-1-yl]methanone